5-hydroxy-2-(4-hydroxyphenyl)-7-[(2S,3R,4S,5S,6R)-3,4,5-trihydroxy-6-(hydroxymethyl)oxycyclohexane-2-yl]oxo-2,3-dihydrochromen-4-one OC1=C2C(C(C(OC2=CC(=C1)[C@@H]1C[C@H]([C@H]([C@H]([C@@H]1O)O)O)OCO)C1=CC=C(C=C1)O)=O)=O